OCC1C2=CC(=CC=C2C=2C=CC(=CC12)C(CCC(=O)O)=O)C(CCC(=O)O)=O 9-hydroxymethyl-2,7-bis(3-carboxy-propionyl)fluorene